acetoacetate compound with 7-oxabicyclo[4.1.0]hept-3-yl methacrylate C(C(=C)C)(=O)OC1CC2OC2CC1.C(CC(=O)C)(=O)O